N-(3,5-dichlorobenzyl)pyrimidin-2-amine ClC=1C=C(CNC2=NC=CC=N2)C=C(C1)Cl